(S)-4-amino-N-(6-(difluoromethoxy)-4-fluoro-2,3-dihydrobenzofuran-3-yl)-N-methylimidazo[1,5-a]quinoxaline-8-carboxamide NC=1C=2N(C3=CC(=CC=C3N1)C(=O)N(C)[C@@H]1COC3=C1C(=CC(=C3)OC(F)F)F)C=NC2